2-(4-cyclopropyl-6-(difluoromethoxy)pyrimidin-5-yl)-4-(4-(1-(2-fluoroethyl)-4-(trifluoromethyl)-1H-imidazol-2-yl)benzyl)-6,7-dihydro-[1,2,4]triazolo[1,5-a]pyrimidin-5(4H)-one C1(CC1)C1=NC=NC(=C1C1=NN2C(N(C(CC2)=O)CC2=CC=C(C=C2)C=2N(C=C(N2)C(F)(F)F)CCF)=N1)OC(F)F